di-n-butyl-n-pentylamine C(CCC)N(CCCCC)CCCC